1-{(2S)-3-[5-(o-hydroxyphenyl)-1H-1,6,7-triazainden-2-yl]-2-methyl-4-morpholinyl}-2-propen-1-one OC1=C(C=CC=C1)C=1C=C2C=C(NC2=NN1)C1N(CCO[C@H]1C)C(C=C)=O